BrC=1C=NC=C(C1OCC)F 3-bromo-4-ethoxy-5-fluoropyridine